dimethyl-di(cetyl)ammonium bromide [Br-].C[N+](CCCCCCCCCCCCCCCC)(CCCCCCCCCCCCCCCC)C